7-(2-((2,2-difluorobenzo[d][1,3]dioxol-4-yl)amino)-5-methylpyridin-4-yl)-2-(5-fluoro-2-(hydroxymethyl)benzyl)-3,4-dihydropyrrolo[1,2-a]pyrazin-1(2H)-one FC1(OC2=C(O1)C=CC=C2NC2=NC=C(C(=C2)C=2C=C1N(CCN(C1=O)CC1=C(C=CC(=C1)F)CO)C2)C)F